CC(=O)N[C@@H](CC(=O)O)C(=O)O N-acetylaspartate